2-(8-(2,3-Difluorobenzyl)-[1,2,4]triazolo[1,5-a]pyrazin-6-yl)-5-fluoropyrimidin-4-ol FC1=C(CC=2C=3N(C=C(N2)C2=NC=C(C(=N2)O)F)N=CN3)C=CC=C1F